phenanthren-3-one C=1CC(C=C2C3=CC=CC=C3C=CC12)=O